C(C)(=O)N1[C@@H](CN(CC1)C(C=C)=O)C1=CC(=NC(=C1)Cl)C=1C=NC=C(C1)C(=O)NC (R)-4-(1-acetyl-4-acryloylpiperazin-2-yl)-6-chloro-N-methyl-[2,3'-bipyridine]-5'-carboxamide